(S)-2-((6-methoxybenzo-[d]thiazol-2-yl)amino)-N-(pyrrolidin-3-yl)isonicotinamide COC1=CC2=C(N=C(S2)NC=2C=C(C(=O)N[C@@H]3CNCC3)C=CN2)C=C1